(S)-(5-(1-(difluoromethyl)-1H-pyrazol-4-yl)-1,3,4-oxadiazol-2-yl)(4-(4-methoxypyrazolo[1,5-a]pyridin-2-yl)-6,7-dihydro-1H-imidazo[4,5-c]pyridin-5(4H)-yl)methanone FC(N1N=CC(=C1)C1=NN=C(O1)C(=O)N1[C@@H](C2=C(CC1)NC=N2)C2=NN1C(C(=CC=C1)OC)=C2)F